OC=1C(=NC=CC1OC)C(=O)N[C@@H](C)C=1SC(=NN1)C1=CC(=CC=C1)C(C)C (S)-3-hydroxy-N-(1-(5-(3-isopropylphenyl)-1,3,4-thiadiazol-2-yl)ethyl)-4-methoxypicolinamide